(3-bromo-4-methoxyphenyl)-6-(3,4,5-trimethoxyphenyl)pyridine BrC=1C=C(C=CC1OC)C1=NC(=CC=C1)C1=CC(=C(C(=C1)OC)OC)OC